4-Chloro-2-fluorobenzofuran-7-carboxylic acid ClC1=CC=C(C2=C1C=C(O2)F)C(=O)O